(1S,3aR,6aS)-N-(4-(cyclopropylamino)-3,4-dioxo-1-((S*)-5-oxo-4-azaspiro[2.4]heptan-6-yl)butan-2-yl)-2-(4,6-dichloro-1H-indole-2-carbonyl)octahydrocyclopenta[c]pyrrole-1-carboxamide C1(CC1)NC(C(C(C[C@@H]1C(NC2(CC2)C1)=O)NC(=O)[C@H]1N(C[C@H]2[C@@H]1CCC2)C(=O)C=2NC1=CC(=CC(=C1C2)Cl)Cl)=O)=O |o1:8|